3-amino-6-chloro-2-(3-methoxy-2,6-dimethyl-phenyl)pyridine-4-carboxylic acid ethyl ester C(C)OC(=O)C1=C(C(=NC(=C1)Cl)C1=C(C(=CC=C1C)OC)C)N